Br[Si](OC)(OC)Br dibromodimethoxysilane